(2E)-3-{2-[1-(pyridin-4-ylmethyl)pyrrole-2-amido]-1,3-thiazol-4-yl}prop-2-enoic acid N1=CC=C(C=C1)CN1C(=CC=C1)C(=O)NC=1SC=C(N1)/C=C/C(=O)O